CC1=CC=C(C=C1)[S+](C1=CC=C(C=C1)C)C1=CC=C(C=C1)C tris(4-methylphenyl)-sulfonium